4-((S)-1-((S)-1-((5-(2,4-difluoro-6-(hydroxy-methyl)phenoxy)pyridin-2-yl)amino)-1-oxopropan-2-yl)-4,4-difluoro-piperidin-3-yl)pyridine 1-oxide FC1=C(OC=2C=CC(=NC2)NC([C@H](C)N2C[C@@H](C(CC2)(F)F)C2=CC=[N+](C=C2)[O-])=O)C(=CC(=C1)F)CO